Pyrazolo[1,5-a]pyridine-6-formaldehyde N1=CC=C2N1C=C(C=C2)C=O